ClC=1C=CC2=C(C(=N[C@H](C=3N2C(=NN3)SCCCN(C)C)CCC(=O)OC)C3=C(C=CC=C3)F)C1 methyl (S)-3-(8-chloro-6-(2-fluorophenyl)-1-((3-(dimethylamino)propyl)thio)-4H-benzo[f][1,2,4]triazolo[4,3-a][1,4]diazepin-4-yl)propionate